CC1([C@@H]2CC[C@]1(C(=O)C2)CS(=O)(=O)[O-])C The molecule is the S enantiomer of camphorsulfonate. It is a conjugate base of a (S)-camphorsulfonic acid. It is an enantiomer of a (R)-camphorsulfonate.